OC1=C(C(=CC=C1)O)C 1,3-Dihydroxy-2-methylbenzene